3,4-dihydro-2,2-dimethyl-4-oxo-2H-pyran-6-carboxylic acid CC1(OC(=CC(C1)=O)C(=O)O)C